tris[2-(N,N-Dimethylamino)ethyl]amin CN(C)CCN(CCN(C)C)CCN(C)C